CN1N=CC2=C1N=C(N(C2)C)C 1,5,6-trimethyl-1,5-dihydro-4H-pyrazolo[3,4-d]pyrimidine